3-Methyl-3-azabicyclo[3.1.0]hexan-6-yl (8-amino-7-fluoro-6-(8-methyl-2,3-dihydro-1H-pyrido[2,3-b][1,4]oxazin-7-yl)isoquinolin-3-yl)carbamate NC=1C(=C(C=C2C=C(N=CC12)NC(OC1C2CN(CC12)C)=O)C1=C(C2=C(OCCN2)N=C1)C)F